CC=1N=CC(=NC1C)N[C@@H]1C[C@H](CC1)NC1=CC=C(C=N1)N1C(C=CC=C1)=O 6'-(((1S,3S)-3-((5,6-Dimethylpyrazin-2-yl)amino)cyclopentyl)amino)-2H-[1,3'-bipyridin]-2-one